(E)-6-((2-(aminomethyl)-3-fluoroallyl)oxy)-N-(3-methoxy-propyl)benzo[d]oxazol-2-amine 4-methylbenzenesulfonate CC1=CC=C(C=C1)S(=O)(=O)O.NC/C(/COC1=CC2=C(N=C(O2)NCCCOC)C=C1)=C\F